C[C@@H]1OC1 (2S)-2-methyl-oxirane